FC1(C2CC(CC(C1)N2C(=O)OC(C)(C)C)N(C=2N=NC(=CC2)C2=CC=C(C=1N=CSC12)C=1C=NN(C1)C1OCCCC1)C)F tert-butyl 6,6-difluoro-3-[methyl(6-{4-[1-(oxan-2-yl)pyrazol-4-yl]-1,3-benzothiazol-7-yl}pyridazin-3-yl)amino]-8-azabicyclo[3.2.1]octane-8-carboxylate